C(#N)C1=NC(=C(C(=N1)OC)C(=O)OC)NC12CC(C1)(C2)N2CCOCC2 methyl 2-cyano-4-methoxy-6-((3-morpholinobicyclo[1.1.1]pentan-1-yl)amino)pyrimidine-5-carboxylate